C(C)N1C=NC=C1CN1C(=NC2=C1C=C(C=C2)C(=O)O)CN2CCC(CC2)N2N=C(C=C2)OCC2=CC=NC=C2 1-[(1-ethyl-1H-imidazol-5-yl)methyl]-2-[(4-{3-[(pyridin-4-yl)methoxy]-1H-pyrazol-1-yl}piperidin-1-yl)methyl]-1H-benzimidazole-6-carboxylic acid